P(=S)([O-])([O-])[O-].[Cr+3] chromium thiophosphate